nickel-zinc-tin [Sn].[Zn].[Ni]